C(C)(C)OC=1C=C(C=CC1)C1=C(C(=O)N)C=CC(=C1)C1=NOC(=N1)C(F)(F)F (3-isopropoxyphenyl)-4-(5-(trifluoromethyl)-1,2,4-oxadiazol-3-yl)benzamide